C=C1CCC(C=2N(C1)N=C1C2CN(CC1)C(=O)OC(C)(C)C)=O tert-Butyl 8-methylene-11-oxo-3,4,8,9,10,11-hexahydro-1H-pyrido[4',3':3,4]pyrazolo[1,5-a]-azepine-2(7H)-carboxylate